tert-Butyl 3-(phenylthio)piperidine-1-carboxylate C1(=CC=CC=C1)SC1CN(CCC1)C(=O)OC(C)(C)C